C(C1=CC=CC=C1)OC1CC(C1)OC1=CC(=NC(=C1)C1(COCC1)OC)Cl 4-(3-(Benzyl-oxy)cyclobutoxy)-2-chloro-6-(3-methoxytetrahydrofuran-3-yl)pyridine